spiro[3H-furo[3,2-b]pyridine-2,4'-piperidine] N1CCC2(CC1)CC1=NC=CC=C1O2